6-(4-formyl-1H-1,2,3-triazol-1-yl)-4-methoxy-2-methylpyridine-3-carbonitrile C(=O)C=1N=NN(C1)C1=CC(=C(C(=N1)C)C#N)OC